C(C)(C)OC=1C=CC(=NC1)C1=NSC(=N1)NC1=C(C(=O)OC)C=CC=N1 methyl 2-(3-(5-isopropoxypyridin-2-yl)-1,2,4-thiadiazol-5-ylamino)nicotinate